NCC(N)(N)CN bis(aminomethyl)methanediamine